IC(C(CNC([O-])=O)C#CC)C 3-iodo-2-propynylN-butylcarbamate